C(C)(C)(C)OC(=O)N1C(CC(CC1)(F)F)C(=O)O 1-(tert-butoxycarbonyl)-4,4-difluoropiperidine-2-carboxylic acid